1,2,3-propanetriol 1-(4-aminobenzoate) NC1=CC=C(C(=O)OCC(CO)O)C=C1